C(C1=CC=CC=C1)OC(=O)N1CCC(CC1)N(C1CCN(CC1)C(=O)OC(C)(C)C)C tert-butyl 4-([1-[(benzyloxy)carbonyl]piperidin-4-yl](methyl)amino)piperidine-1-carboxylate